ClC=1C(=C(N)C=CC1)OC(F)(F)F 3-chloro-2-(trifluoromethoxy)aniline